NC1=NC2=CC=C(C=C2C=C1Br)C(=O)N([C@@H](C1=NC=CC=N1)C1CC1)CC1=NC=C(C=C1)C#N 2-amino-3-bromo-N-((5-cyano-2-pyridinyl)methyl)-N-((R)-cyclopropyl(2-pyrimidinyl)methyl)-6-quinolinecarboxamide